CC=1SC(=CC1NC(=O)CNC(OCC1=CC=CC=C1)=O)S(=O)(=O)N1CCSCC1 Benzyl N-({[2-methyl-5-(thiomorpholine-4-sulfonyl)thiophen-3-yl]carbamoyl}methyl)carbamate